4-fluorophenyl-butan-1-one hydrochloride Cl.FC1=CC=C(C=C1)C(CCC)=O